methoxymethyl 4-[4-(benzyloxy)-2-methoxy-6-methylbenzoyloxy]-6-(methoxymethoxy)-2,3-dimethylbenzoate C(C1=CC=CC=C1)OC1=CC(=C(C(=O)OC2=C(C(=C(C(=O)OCOC)C(=C2)OCOC)C)C)C(=C1)C)OC